3-[(1-ethyl-2-methyl-1H-indol-3-yl)-(9-ethyl-9H-carbazol-3-yl)methylene]-1-ethyl-2-methyl-3H-indolium C(C)N1C(=C(C2=CC=CC=C12)C(=C1C(=[N+](C2=CC=CC=C12)CC)C)C=1C=CC=2N(C3=CC=CC=C3C2C1)CC)C